O=C1NC2=CC=C(C=C2C=C1C1=CC=C(C(=O)N)C=C1)C1=CC=C(C=C1)N1CCN(CC1)C(C)C 4-(2-oxo-6-{4-[4-(propan-2-yl)piperazin-1-yl]phenyl}-1,2-dihydroquinolin-3-yl)benzamide